BrC1=CC=C(C=C1)C1(CC1)C1=NC(=NO1)CC(C(=O)O)=C 2-((5-(1-(4-bromophenyl)cyclopropyl)-1,2,4-oxadiazol-3-yl)methyl)acrylic acid